C(C)(C)(C)N1N=C(C(=C1C)O)C1=CC=C(C=C1)C1=CC=NC=C1 1-(tert-Butyl)-3-(4-(pyridin-4-yl)phenyl)-5-methyl-pyrazol-4-ol